NC=1N=C(C2=C(N1)C=CN(C2=O)CCC2=CC=C(C=C2)CN2CCCC2)NCCCC 2-amino-4-(butylamino)-6-(4-(pyrrolidin-1-ylmethyl)phenethyl)pyrido[4,3-d]pyrimidin-5(6H)-one